NC1=C2C=CC=C(C2=CC=C1)NC(C)=O N-(5-aminonaphth-1-yl)acetamide